ClC=1C=C2C=CC=NC2=C(C1)NS(=O)(=O)C=1N(C=CN1)C N-(6-chloro-quinolin-8-yl)-1-methyl-1H-imidazole-2-sulfonamide